C(#N)[C@@]1(CCOC2=CC=C(C=C12)C(=O)NCC1=NC=C2C=CC(=NC2=C1)C1=CC=CC=C1)C (4R)-4-cyano-4-methyl-N-[(2-phenyl-1,6-naphthyridin-7-yl)methyl]chroman-6-carboxamide